ClC1=C(OC(C)C2CN(C2)C(=O)N2C[C@@H]3[C@@H](OCC(N3)=O)CC2)C=CC(=C1)C(F)(F)F (4aR,8aS)-6-(3-(1-(2-Chloro-4-(trifluoromethyl)phenoxy)ethyl)azetidine-1-carbonyl)hexahydro-2H-pyrido[4,3-b][1,4]oxazin-3(4H)-one